quinazolin-4-amine Nitrogen [N].N1=CN=C(C2=CC=CC=C12)N